C(C1=CC=CC=C1)OC1=C(C(=C(C(=C1)Br)C[C@@H](CO[Si](C)(C)C(C)(C)C)NC(OC(C)(C)C)=O)F)NC(C(F)(F)F)=O tert-butyl [(2S)-1-[4-(benzyloxy)-6-bromo-2-fluoro-3-(2,2,2-trifluoroacetamido)phenyl]-3-{[tert-butyl(dimethyl)silyl]oxy}propan-2-yl]carbamate